2-(6-chloro-4-cyclopropyloxy-1-oxophthalazin-2-yl)-N-(5-fluoropyrimidin-2-yl)acetamide ClC=1C=C2C(=NN(C(C2=CC1)=O)CC(=O)NC1=NC=C(C=N1)F)OC1CC1